NC1=C(C=NN1CF)S(=O)(=O)NC=1C=CC(=C2C(=CNC12)C#N)F 5-Amino-N-(3-cyano-4-fluoro-1H-indol-7-yl)-1-(fluoromethyl)pyrazol-4-sulfonamid